2-octene-4,6-diynamide C(C=CC#CC#CC)(=O)N